N-(2,4-dioxospiro[5.5]undecan-9-yl)carbamic acid tert-butyl ester C(C)(C)(C)OC(NC1CCC2(CC(CC(C2)=O)=O)CC1)=O